C(C)(C)(C)OC(=O)C1=C(N=C(S1)N(C(=O)N1CC(C1)NC1=NC=CC2=CC=C(C=C12)C1=NOC(=N1)C)C)C 4-methyl-2-[methyl-[3-[[7-(5-methyl-1,2,4-oxadiazol-3-yl)-1-isoquinolinyl]amino]azetidine-1-carbonyl]amino]thiazole-5-carboxylic acid tert-butyl ester